CC=1C=CC=2C(C3=CC=C(C=C3S(C2C1)(=O)=O)C)NC(=O)C=1C(NC(=C(C1)N1CCNCC1)C(F)(F)F)=O N-(3,6-dimethyl-10,10-dioxido-9H-thioxanthen-9-yl)-2-oxo-5-(piperazin-1-yl)-6-(trifluoromethyl)-1,2-dihydropyridine-3-carboxamide